ClCCNC(=O)NC1=C(C=CC(=C1)F)OCOC 1-(2-chloroethyl)-3-[5-fluoro-2-(methoxymethoxy)phenyl]Urea